1,4-dihydroxycubane OC12C3C4C5(C3C1C5C24)O